FC(OC1=CC2=C(N=C(O2)C=2C(=C(C=CC2)C2=C(C(=CC=C2)C=2OC3=C(N2)C=C(C(=C3)OC(F)F)CNCC)C)C)C=C1CN1[C@@H](CCC1)C(=O)O)F ((6-(difluoromethoxy)-2-(3'-(6-(difluoromethoxy)-5-((ethylamino)methyl)benzo[d]oxazol-2-yl)-2,2'-dimethyl-[1,1'-biphenyl]-3-yl)benzo[d]oxazol-5-yl)methyl)-L-proline